2-Furanmethanol O1C(=CC=C1)CO